(E)-6-amino-5-(((2-chloropyridin-4-yl)methylene)amino)-2-mercaptopyrimidin-4-ol NC1=C(C(=NC(=N1)S)O)/N=C/C1=CC(=NC=C1)Cl